2-(1-benzyl-4-hydroxy-4-piperidyl)acetate C(C1=CC=CC=C1)N1CCC(CC1)(O)CC(=O)[O-]